CN1N=NC2=C1C=CC(=C2C)C(C(C(=O)O)(C)C)C2=CC(=C(C=C2)C)CN2C[C@H](OC1=NC3=C(C=CC=C3C=C1C2)C)CC 3-(1,4-dimethyl-1H-benzo[d][1,2,3]triazol-5-yl)-3-(3-(((R)-2-ethyl-10-methyl-2,3-dihydro-[1,4]oxazepino[7,6-b]quinolin-4(5H)-yl)methyl)-4-methylphenyl)-2,2-dimethylpropanoic acid